2,2-dimethyl-2,3,5,6-tetrahydro-1H,4H-8-thia-6-aza-cyclopenta[a]inden-7-one CC1(CC2=C(C=3CCNC(C3S2)=O)C1)C